N[C@H](C(=O)N(C=1C=C(C=CC1)C)C)CO (S)-2-amino-3-hydroxy-N-methyl-N-(m-tolyl)propanamide